tert-Butyl 4-(3-methyl-5-(trifluoromethyl)pyridin-2-yl)piperazine-1-carboxylate CC=1C(=NC=C(C1)C(F)(F)F)N1CCN(CC1)C(=O)OC(C)(C)C